6-(Furan-3-yl)-17-hydroxy-1,7,11,15,15-pentamethyl-3-oxapentacyclo[8.8.0.02,4.02,7.011,16]octadeca-12,16-diene-14,18-dione O1C=C(C=C1)C1CC2OC23C2(C(C(=C4C(C(C=CC4(C2CCC13C)C)=O)(C)C)O)=O)C